6-ethyl-2,3,3,4-tetramethyl-3,6-dihydro-2H-pyran C(C)C1C=C(C(C(O1)C)(C)C)C